C(C)(=O)N1CCN(CC1)C(C=C)=O 1-(4-Acetylpiperazin-1-yl)prop-2-en-1-one